C(C)N1C(C=NC2=CC(=CC(=C12)OCC1=CC=C(C=C1)OC)N1CCOCC1)=O 1-ethyl-8-[(4-methoxyphenyl)methoxy]-6-morpholino-quinoxalin-2-one